FC(C1(OC(C=CN1)=O)C(F)(F)F)(F)F 2,2-bis(trifluoromethyl)-1,3-oxazin-6-one